C(C)N(CCC1=C(C=CC=C1)/C=N/N(C)C=1SC=C(N1)C1=C(C=CC=C1)Cl)CC (E)-2-(diethylamino)ethyl-2-((2-(4-(2-chlorophenyl)thiazol-2-yl)-2-methylhydrazono)methyl)benzene